C(C1=CC=CC=C1)NC(=O)[C@H](CC1=CC=CC=C1)NC(CCCCCCC(=O)NO)=O (S)-octanedioic acid hydroxyamide (1-benzylcarbamoyl-2-phenyl-ethyl)-amide